tert-butyl N-(1,3-thiazol-5-yl)carbamate S1C=NC=C1NC(OC(C)(C)C)=O